(S)-N-(1-((1-cyanocyclopropyl)amino)-3-(6-(2-cyclopropylpyridin-4-yl)benzo[d]oxazol-2-yl)-1-oxopropan-2-yl)-1-cyclopropyl-3-(1-methylcyclopropyl)-1H-pyrazole-5-carboxamide C(#N)C1(CC1)NC([C@H](CC=1OC2=C(N1)C=CC(=C2)C2=CC(=NC=C2)C2CC2)NC(=O)C2=CC(=NN2C2CC2)C2(CC2)C)=O